tert-butyl 4-(4-(((2R)-2-(((2-(2,6-dioxopiperidin-3-yl)-1-oxoisoindolin-5-yl)oxy)methyl)piperidin-1-yl)methyl)-2-ethylphenyl)piperidine-1-carboxylate O=C1NC(CCC1N1C(C2=CC=C(C=C2C1)OC[C@@H]1N(CCCC1)CC1=CC(=C(C=C1)C1CCN(CC1)C(=O)OC(C)(C)C)CC)=O)=O